tert-butyl 4-[2-amino-2-(3,4-dichlorophenyl)ethyl]piperazine-1-carboxylate NC(CN1CCN(CC1)C(=O)OC(C)(C)C)C1=CC(=C(C=C1)Cl)Cl